ClC1=CC(=C(COC2=NC(=NC=C2F)C2=CCC(CC2)CC=O)C=C1)F (4-(4-((4-chloro-2-fluorobenzyl)oxy)-5-fluoropyrimidin-2-yl)cyclohex-3-en-1-yl)acetaldehyde